tert-butyloxycarbonyl-D-β-naphthylamine C(C)(C)(C)OC(=O)NC1=CC2=CC=CC=C2C=C1